8-bromo-1,3-dihydroquinazoline-2,4-dione BrC=1C=CC=C2C(NC(NC12)=O)=O